methyl (2R,3S)-3-methoxy-1-phenylpyrrolidine-2-carboxylate CO[C@@H]1[C@@H](N(CC1)C1=CC=CC=C1)C(=O)OC